NC1(CC1)C(=O)NO 1-amino-N-(hydroxy)cyclopropane-1-carboxamide